4-chlorobenzyl (4-((N,2,4-trimethyloxazole-5-carboxamido)meth-yl)phenyl)carbamate CN(C(=O)C1=C(N=C(O1)C)C)CC1=CC=C(C=C1)NC(OCC1=CC=C(C=C1)Cl)=O